methyl 3α,7α-dihydroxy-5β-cholanoate O[C@H]1C[C@H]2C[C@H]([C@H]3[C@@H]4CC[C@H]([C@@H](CCC(=O)OC)C)[C@]4(CC[C@@H]3[C@]2(CC1)C)C)O